1-(4-{4-chloro-3-cyclopropyl-1H-pyrrolo[2,3-b]pyridin-3-yl}-1,3-thiazol-2-yl)-1,3-diazinon ClC1=C2C(=NC=C1)NCC2(C2CC2)C=2N=C(SC2)N2C(N=CC=C2)=O